FC(C=1N=C2N(C(C1)=O)C=CC=C2)(F)F 2-(trifluoromethyl)-4H-pyrido[1,2-a]pyrimidin-4-on